1-(7-morpholinoquinoxalin-5-yl)cyclohexane-1,4-diamine, trifluoroacetate salt FC(C(=O)O)(F)F.O1CCN(CC1)C1=CC(=C2N=CC=NC2=C1)C1(CCC(CC1)N)N